1-cyclopropyl-3-(5-((7-methyl-2,3-dihydrobenzo[b][1,4]dioxin-5-yl)amino)-7-(methylamino)pyrazolo[1,5-a]pyrimidin-3-yl)urea C1(CC1)NC(=O)NC=1C=NN2C1N=C(C=C2NC)NC2=CC(=CC=1OCCOC12)C